2-[7-[[6-(trifluoromethyl)-3-pyridinyl]methyl]-2,7-diazaspiro[3.5]nonane-2-carbonyl]-2,5-diazaspiro[3.4]octan-6-one FC(C1=CC=C(C=N1)CN1CCC2(CN(C2)C(=O)N2CC3(C2)NC(CC3)=O)CC1)(F)F